C(CCCCC)C1C(CCCC1)(CCCCCC)CCCCCC trihexyl-cyclohexane